C(=O)(OC(C)(C)C)N[C@@H]1[C@H](CCCC1)N N-Boc-(1S,2S)-1,2-cyclohexanediamine